[2H]C(C(F)F)(O)[2H] 1,1-dideutero-2,2-difluoro-ethanol